N-(3-cyclopentylphenyl)-3-methyl-5-oxo-1-phenyl-4,5-dihydro-1H-pyrazole-4-carboxamide C1(CCCC1)C=1C=C(C=CC1)NC(=O)C1C(=NN(C1=O)C1=CC=CC=C1)C